S1CCCCC1 thiane